OC1(CCN(CC1)C(=O)[C@H]1[C@@H](CN(CC1)CC1=NC=CC=N1)C1=CC=CC=C1)CN1C=NC2=C(C1=O)C=CN2C2=CC=C(C=C2)OC 3-[[4-hydroxy-1-[(3R,4R)-3-phenyl-1-(pyrimidin-2-ylmethyl)piperidine-4-carbonyl]-4-piperidinyl]methyl]-7-(4-methoxyphenyl)pyrrolo[2,3-d]pyrimidin-4-one